ClC=1C=C(C=NC1N1N=CC=N1)NC(=O)C=1C=NN(C1C(F)(F)F)C1=C2C=CC=NC2=C(C=C1)C N-(5-Chloro-6-(2H-1,2,3-triazol-2-yl)pyridin-3-yl)-1-(8-methylchinolin-5-yl)-5-(trifluoromethyl)-1H-pyrazol-4-carboxamid